1-[(2'S,6'S,7S)-2-chloro-2'-cyclopropyl-4-hydroxy-6'-methyl-spiro[4,5-dihydrothieno[2,3-c]pyran-7,4'-piperidine]-1'-yl]-2,2,2-trifluoro-ethanone ClC1=CC2=C(S1)[C@]1(C[C@H](N([C@H](C1)C)C(C(F)(F)F)=O)C1CC1)OCC2O